CN(CCCCO)C(C)(C#C)C 4-(methyl-(2-methylbut-3-yn-2-yl)amino)butan-1-ol